zinc N,N,N',N'-tetramethyl ethylenediamine tert-butyl (2R,5S)-4-[5-(cyanomethyl)-7-(4-cyano-2-pyridinyl)-5-methyl-6H-pyrrolo[2,3-d]pyrimidin-4-yl]-2,5-dimethylpiperazine-1-carboxylate C(#N)CC1(CN(C=2N=CN=C(C21)N2C[C@H](N(C[C@@H]2C)C(=O)OC(C)(C)C)C)C2=NC=CC(=C2)C#N)C.CN(CCN(C)C)C.[Zn]